1-(tert-butyl)-N-(4-(3-(trifluoromethyl)-1,2,4-oxadiazol-5-yl)phenethyl)-4-(3-(trifluoromethyl)phenoxy)-1H-pyrazole-5-carboxamide C(C)(C)(C)N1N=CC(=C1C(=O)NCCC1=CC=C(C=C1)C1=NC(=NO1)C(F)(F)F)OC1=CC(=CC=C1)C(F)(F)F